dl-1,1,1-trifluoro-2-propyl 2,5-dioxoadipate O=C(C(=O)OC(C(F)(F)F)C)CCC(C(=O)[O-])=O